tert-butyl 2-(4-(2-chloro-3-(5-formyl-6-methoxypyridin-2-yl) phenyl) indoline-1-carbonyl)-1-methyl-1,4,6,7-tetrahydro-5H-imidazo[4,5-c]pyridine-5-carboxylate ClC1=C(C=CC=C1C1=NC(=C(C=C1)C=O)OC)C1=C2CCN(C2=CC=C1)C(=O)C=1N(C2=C(CN(CC2)C(=O)OC(C)(C)C)N1)C